C1(=CC=CC2=CC=CC=C12)C=1N=C(NC1C1=CC=CC=C1)CC=1SC=CC1 4-(1-naphthyl)-5-phenyl-2-(2-thienylmethyl)imidazole